ClC1=C(C=C(C=C1)[C@@H]1N(C[C@H](CC1)C)C(C(=O)NC=1C=C(C=NC1)C(=O)N)=O)OC |r| rac-rac-5-{2-[(2R,5S)-2-(4-chloro-3-methoxyphenyl)-5-methylpiperidin-1-yl]-2-oxoacetamido}pyridine-3-carboxamide